2,4-dihydroxy-5-isopropyl-N-(3-(morpholine-4-carbonyl)phenyl)-N-propylbenzamide OC1=C(C(=O)N(CCC)C2=CC(=CC=C2)C(=O)N2CCOCC2)C=C(C(=C1)O)C(C)C